N-((4-(1-((5-cyanopyridin-2-yl)methyl)-1H-pyrazol-3-yl)-6-(4-fluorophenyl)pyridin-3-yl)methyl)acrylamide C(#N)C=1C=CC(=NC1)CN1N=C(C=C1)C1=C(C=NC(=C1)C1=CC=C(C=C1)F)CNC(C=C)=O